C(C)C1=CC=C(C=C1)CC/C=C/C=1C=C2C(CCOC2=CC1)=O (E)-6-(4-(4-ethylphenyl)but-1-en-1-yl)chroman-4-one